ClC=1C=C2C(=C(C(N(C2=NC1Cl)C=1C(=NC=CC1C(C)C)C(C)C)=O)C#N)O 6,7-dichloro-1-(2,4-diisopropylpyridin-3-yl)-4-hydroxy-2-oxo-1,2-dihydro-1,8-naphthyridine-3-carbonitrile